BrC1=C(C=C(C=C1)C=1C(=NC(=NC1)NC=1C=NN(C1)C)NC=1C=C(C=CC1F)NC(C=C([2H])[2H])=O)F N-(3-((5-(4-bromo-3-fluorophenyl)-2-((1-methyl-1H-pyrazol-4-yl)amino)pyrimidin-4-yl)amino)-4-fluorophenyl)acrylamide-3,3-d2